C1=CC=CC=2[SiH2]C3=C(C21)C=CC=C3 5H-dibenzo[b,d]silol